CN1C(=NC=C1)COC1=CC=2N(C=C1)C(=CN2)C2=CC(=NC=N2)NCC2=CC=C(C=C2)C=2N=NN(C2)C {6-[7-(1-methyl-1H-imidazol-2-ylmethoxy)-imidazo[1,2-a]pyridin-3-yl]-pyrimidin-4-yl}-[4-(1-methyl-1H-[1,2,3]triazol-4-yl)-benzyl]-amine